N1-((S)-3-(4-fluorophenyl)-1-oxo-1-(((S)-3-oxo-1-((S)-2-oxopyrrolidin-3-yl)-4-(trifluoromethoxy)butan-2-yl)amino)propan-2-yl)-N2-(1-methylcyclopropyl)oxalamide FC1=CC=C(C=C1)C[C@@H](C(N[C@@H](C[C@H]1C(NCC1)=O)C(COC(F)(F)F)=O)=O)NC(C(=O)NC1(CC1)C)=O